C(C)(C)(C)C1N(CCC1)C(=O)N1C[C@H](N(CC1)C=1C(=NC(=CC1)C1=C(C=CC=C1)OCC)C(=O)N[C@H]1CNCC1)CC 3-[(2R)-4-(2-tert-butylpyrrolidin-1-carbonyl)-2-ethylpiperazin-1-yl]-6-(2-ethoxyphenyl)-N-[(3R)-pyrrolidin-3-yl]pyridine-2-carboxamide